FC1=C(NC=2C3=C(N=CN2)C=CC(=N3)N3CC2(CCN2C(C=C)=O)C3)C=CC=C1F 1-[6-[4-(2,3-difluoroanilino)pyrido[3,2-d]pyrimidin-6-yl]-1,6-diazaspiro[3.3]heptan-1-yl]prop-2-en-1-one